C1(=CC(=CC=C1)C[C@@H]1N(CCC[C@@H]1NS(=O)(=O)C)C(=O)OC1COCC1)C1=CC=CC=C1 tetrahydrofuran-3-yl cis-2-(biphenyl-3-ylmethyl)-3-((methylsulfonyl)amino)piperidine-1-carboxylate